(R)-N-(5-(4-(2,6-dichloro-3,5-dimethoxyphenyl)imidazo[1,2-a][1,6]naphthyridin-8-yl)-4-methoxy-2-(2-methylmorpholino)phenyl)acrylamide ClC1=C(C(=C(C=C1OC)OC)Cl)C=1C=2N(C3=CC(=NC=C3C1)C=1C(=CC(=C(C1)NC(C=C)=O)N1C[C@H](OCC1)C)OC)C=CN2